C(C)(=O)N[C@H](C(=O)NCC1=CC=CC=C1)COC (S)-2-(acetamido)-N-benzyl-3-methoxypropionamide